2-methyl-1,2,4-butanetriol CC(CO)(CCO)O